tetradecyl-(tetradecyl)phosphine C(CCCCCCCCCCCCC)PCCCCCCCCCCCCCC